2-fluorochloroethylene FC=CCl